CC=1C(=NC(=NC1)NC1=CC=C(C=C1)N1CCN(CC1)C)NC1=CC(=CC=C1)NS(=O)(=O)C(C)C 5-Methyl-N4-(3-[(1-methylethyl)sulfonamido]phenyl)-N2-[4-(4-methylpiperazin-1-yl)phenyl]pyrimidine-2,4-diamine